3-Chloro-N-(4-((2S,6S)-6-methylmorpholin-2-yl)-phenyl)-benzamid ClC=1C=C(C(=O)NC2=CC=C(C=C2)[C@H]2CNC[C@@H](O2)C)C=CC1